N-[(2S,3R,4S)-2-[(3'-chloro-2,5'-difluoro[1,1'-biphenyl]-3-yl)methyl]-1-(cyclopropanecarbonyl)-4-fluoropyrrolidin-3-yl]ethanesulfonamide ClC=1C=C(C=C(C1)F)C1=C(C(=CC=C1)C[C@@H]1N(C[C@@H]([C@@H]1NS(=O)(=O)CC)F)C(=O)C1CC1)F